N-methyl-tertiary butylaminoethoxyethanol (3-(2,6-dioxopiperidin-3-yl)-5-fluoro-2-methylquinolin-7-yl)methyl-(3-chloro-4-methylphenyl)carbamate O=C1NC(CCC1C=1C(=NC2=CC(=CC(=C2C1)F)CN(C(=O)OC(C)OCCN(C)C(C)(C)C)C1=CC(=C(C=C1)C)Cl)C)=O